N-[5-[(5-chloropyridin-2-yl)methoxy]-1,3,4-thiadiazol-2-yl]-6-cyclopropyl-4-(2-methoxyphenyl)pyridine-3-carboxamide ClC=1C=CC(=NC1)COC1=NN=C(S1)NC(=O)C=1C=NC(=CC1C1=C(C=CC=C1)OC)C1CC1